2-chloro-5-(4-(1-methyl-4-(trifluoromethyl)-1H-imidazol-2-yl)benzyl)-[1,2,4]triazolo[1,5-a]pyridine ClC1=NN2C(C=CC=C2CC2=CC=C(C=C2)C=2N(C=C(N2)C(F)(F)F)C)=N1